2-(2,4-difluorophenyl)-N-(5-(1-(6-(2-(3-(trifluoromethoxy)phenyl)acetamido)pyridazin-3-yl)pyrrolidin-3-yl)-1,3,4-thiadiazol-2-yl)acetamide FC1=C(C=CC(=C1)F)CC(=O)NC=1SC(=NN1)C1CN(CC1)C=1N=NC(=CC1)NC(CC1=CC(=CC=C1)OC(F)(F)F)=O